(1-(3-nitro-5-(trifluoromethyl)phenyl))ethane [N+](=O)([O-])C=1C=C(C=C(C1)C(F)(F)F)CC